FC1=C(C=C(C=C1)NC1C(NC(CC1)=O)=O)N1CCN(CC1)CC1CCN(CC1)CC=1C=C2C(=CNC2=CC1)C1=CC=C(C=C1)OC(F)(F)F 3-((4-fluoro-3-(4-((1-((3-(4-(trifluoromethoxy)phenyl)-1H-indol-5-yl)methyl)piperidin-4-yl)methyl)piperazin-1-yl)phenyl)amino)piperidine-2,6-dione